C(C1=CC=CC=C1)NC1=NC2=C(N1)C=CC=C2 N-benzyl-1H-benzimidazole-2-amine